N1C(NC(C1)=O)=O 2,4-imidazolidinedion